C(C)(C)(C)OC(=O)N[C@@H](CC(=O)O)CN1N=C(N=N1)C1=C(C(=C(C=C1)OC1=NC=C(C=C1F)Cl)F)F (S)-3-((tert-butoxycarbonyl)amino)-4-(5-(4-((5-chloro-3-fluoropyridin-2-yl)oxy)-2,3-difluorophenyl)-2H-tetrazol-2-yl)butanoic acid